(2S)-4-[2-(2,2-difluoroethoxy)ethyl-[4-(5,6,7,8-tetrahydro-1,8-naphthyridin-2-yl)butyl]amino]-2-[[(2R,4R)-2,4-dimethylazetidine-1-carbonyl]amino]butanoic acid FC(COCCN(CC[C@@H](C(=O)O)NC(=O)N1[C@@H](C[C@H]1C)C)CCCCC1=NC=2NCCCC2C=C1)F